ClC1=CC=C(C(=N1)C(=O)[O-])N[C@H](C)C1=C2N=C(C(=NC2=CC(=C1)C)C#N)N1C2C(CC(C1)C2)(F)F 6-chloro-3-(((1R)-1-(2-cyano-3-(6,6-difluoro-2-azabicyclo[2.2.1]heptan-2-yl)-7-methylquinoxalin-5-yl)ethyl)amino)picolinate